1,7-dimethyl-xanthine CN1C(=O)NC=2N=CN(C2C1=O)C